NC=1SC2=C(N1)C=CC(=C2C#N)OC=2C=CC(=C(C2)NC(C(F)(F)F)=O)F N-(5-((2-amino-7-cyanobenzo[d]thiazol-6-yl)oxy)-2-fluorophenyl)-2,2,2-trifluoroacetamide